methyl-(2S)-2-((tetrahydro-2H-pyran-2-yl)oxy)pentan-3-ol CC[C@@H](C(CC)O)OC1OCCCC1